C(C)(C)(C)OC(=O)N1C[C@H](CC1)C(C(=O)OC(C)(C)C)(CC1=CC(=CC=C1)Br)F (3S)-3-(3-(3-bromophenyl)-1-(tert-butoxy)-2-fluoro-1-oxopropan-2-yl)pyrrolidine-1-carboxylic acid tert-butyl ester